C(CCCCCCC\C=C/CCCCCCCC)(=O)OC(COC(NC1CN(C1)C(C)C)=O)COC(CCCCCCCCCCCCCCC)=O 1-(((1-Isopropylazetidin-3-yl)carbamoyl)oxy)-3-(palmitoyloxy)propan-2-yl oleate